IC=1N(C=2C=CC=C(C2C1)N[C@H]1[C@H](COCC1)OC)CC(F)(F)F 2-Iodo-N-[(3R,4R)-3-methoxytetrahydropyran-4-yl]-1-(2,2,2-trifluoroethyl)indol-4-amine